3-(methacrylamidyl)propyl-trimethylammonium chloride [Cl-].C(C(=C)C)(=O)NCCC[N+](C)(C)C